2,5,6,8-tetrahydro-3-oxo-pyrido[3,4-c]Pyridazine-7(3H)-carboxylic acid ethyl ester C(C)OC(=O)N1CC2=NNC(C=C2CC1)=O